2-(2-Chloro-5-(2-hydroxypropan-2-yl)-8-oxothieno[2',3':4,5]pyrrolo[1,2-d][1,2,4]triazin-7(8H)-yl)-N-((1R,3S)-3-hydroxycyclohexyl)acetamide ClC1=CC2=C(C=C3N2C(=NN(C3=O)CC(=O)N[C@H]3C[C@H](CCC3)O)C(C)(C)O)S1